C(C)S(=O)(=O)C1=NN2C(N=CC=C2C)=C1C1=NC=C(N=C1)OCC(C(F)(F)F)(F)F 2-(ethylsulfonyl)-7-methyl-3-(5-(2,2,3,3,3-pentafluoropropoxy)pyrazin-2-yl)pyrazolo[1,5-a]pyrimidine